ClC=1C=C(C(=O)N2CC=3C(=NN4C3C(N(C[C@H]4C)[C@@H](C)C4=NC=CC(=C4)F)=O)C[C@H]2C)C=CC1Cl |o1:18| (3R,7R)-2-(3,4-dichlorobenzoyl)-9-((S*)-1-(4-fluoropyridin-2-yl)ethyl)-3,7-dimethyl-1,2,3,4,8,9-hexahydropyrido[4',3':3,4]pyrazolo[1,5-a]pyrazin-10(7H)-one